CC1(C2=CC=CC=C2C=2C=CC(=CC12)C1=CC=C(C=C1)N1CN=C(N=C1C1=CC=CC=C1)C1=CC=CC=C1)C 1-[4-(9,9-Dimethylfluoren-2-yl)phenyl]-4,6-diphenyl-1,3,5-triazine